C(C1=CC=CC=C1)OC1=CC(=C(C=C1)NC(=O)C1=C(C=NN1[C@@H]1CC[C@@H](CC1)NC(=O)C1CC1)Cl)C N-(4-(benzyloxy)-2-methylphenyl)-4-chloro-1-(cis-4-(cyclopropanecarboxamido)cyclohexyl)-1H-pyrazole-5-carboxamide